N1(CCOCC1)C1(C(C(=O)C2=CC=C(C=C2)SCCO)C=CC=C1)C 2-morpholinyl-4'-(2-hydroxyethylthio)-2-methylbenzophenone